COC1=C(C=C(C=N1)N1N=C2N=CN=C(C2=C1)O)[N+](=O)[O-] 2-(6-methoxy-5-nitropyridin-3-yl)-2H-pyrazolo[3,4-d]pyrimidin-4-ol